Piperidine-1-carbodithioic acid-3-methyl-1,4-dioxo-1,4-dihydronaphthalen-2-ylmethyl ester CC1=C(C(C2=CC=CC=C2C1=O)=O)CSC(=S)N1CCCCC1